3-[5-(1-hydroxy-3,6,9,12-tetraoxapentadec-14-yn-15-yl)-3-methyl-2-oxo-2,3-dihydro-1H-1,3-benzodiazol-1-yl]-1-methylpiperidine-2,6-dione OCCOCCOCCOCCOCC#CC1=CC2=C(N(C(N2C)=O)C2C(N(C(CC2)=O)C)=O)C=C1